2-(2-acetylpyrrolidin-1-yl)-3-phenylpropionic acid C(C)(=O)C1N(CCC1)C(C(=O)O)CC1=CC=CC=C1